OCC1=NN(C=C1)C=1CN2C(N(C(C1)C2)OS(=O)(=O)[O-])=O [3-[3-(hydroxymethyl)pyrazol-1-yl]-7-oxo-1,6-diazabicyclo[3.2.1]oct-3-en-6-yl]-sulfat